C(#N)C1=CC(=C(COC2=CC=CC(=N2)C2CCN(CC2)CC2=NC3=C(N2CC2(CC2)NC)C=C(C=C3)C(=O)OC)C=C1)F methyl 2-((4-(6-((4-cyano-2-fluorobenzyl) oxy) pyridin-2-yl) piperidin-1-yl) methyl)-1-((1-(methylamino) cyclopropyl) methyl)-1H-benzo[d]imidazole-6-carboxylate